FC1=C(C(=CC=C1)C)N1CCC(CC1)NCC1=NN(C=C1[N+](=O)[O-])COCC[Si](C)(C)C [1-(2-Fluoro-6-methyl-phenyl)-piperidin-4-yl]-[4-nitro-1-(2-trimethylsilanyl-ethoxymethyl)-1H-pyrazol-3-ylmethyl]-amine